BrC=1C=C2C(C(N(C2=CC1)CC1=NC=CC=N1)=O)=O 5-bromo-1-(pyrimidin-2-ylmethyl)indoline-2,3-dione